CC=1OC2=C(C1C(=O)NC1(C(NCCC1)=O)C)C=C(C=C2)OCC2(CC2)C(F)(F)F 2-methyl-N-(3-methyl-2-oxopiperidin-3-yl)-5-{[1-(trifluoromethyl)cyclopropyl]methoxy}-1-benzofuran-3-carboxamide